3-[2-(4-ethoxyphenyl)ethoxy]-2-hydroxypropionic acid methyl ester COC(C(COCCC1=CC=C(C=C1)OCC)O)=O